tert-butyl 4-[1-(2,6-dioxo-3-piperidyl)-2-oxo-indolin-4-yl]-3,6-dihydro-2H-pyridine-1-carboxylate O=C1NC(CCC1N1C(CC2=C(C=CC=C12)C=1CCN(CC1)C(=O)OC(C)(C)C)=O)=O